N6-acetyl-lysine tert-butyl-N-{4-[(3-chloro-2-methylphenyl)carbamoyl]-6-({[2-(trifluoromethyl)phenyl]carbonyl}amino)-1H-benzimidazol-2-yl}glycinate C(C)(C)(C)N(CC(=O)O)C1=NC2=C(N1)C=C(C=C2C(NC2=C(C(=CC=C2)Cl)C)=O)NC(=O)C2=C(C=CC=C2)C(F)(F)F.C(C)(=O)NCCCC[C@H](N)C(=O)O